(R)-3-methyl-2-(2-(2-methyl-5,6,7,8-tetrahydroimidazo[1,2-a]pyridin-6-yl)-2H-pyrazolo[3,4-b]pyridin-6-yl)-5-(trifluoromethyl)phenol CC=1C(=C(C=C(C1)C(F)(F)F)O)C=1C=CC=2C(N1)=NN(C2)[C@@H]2CCC=1N(C2)C=C(N1)C